CS(=O)(=O)[O-].C(CCCCCCCCCCC)[NH+]1C(CCC1)CCC 1-Dodecyl-2-propylpyrrolidinium methansulfonat